FC(CN1N=CC=2C1=NC(=CN2)N2CC1(CC2)CN(C(CC1)=O)C=1C=NC=C(C1)C(F)(F)F)F 2-(1-(2,2-difluoroethyl)-1H-pyrazolo[3,4-b]pyrazin-6-yl)-7-(5-(trifluoromethyl)pyridin-3-yl)-2,7-diazaspiro[4.5]decan-8-one